2-(2,4-Difluorophenoxy)-2-methyl-1-(4-((3-(methylsulfonyl)phenyl)sulfonyl)piperazin-1-yl)propan-1-one FC1=C(OC(C(=O)N2CCN(CC2)S(=O)(=O)C2=CC(=CC=C2)S(=O)(=O)C)(C)C)C=CC(=C1)F